N-(4-methoxybenzyl)anilinium tetrakis(pentafluorophenyl)borate FC1=C(C(=C(C(=C1[B-](C1=C(C(=C(C(=C1F)F)F)F)F)(C1=C(C(=C(C(=C1F)F)F)F)F)C1=C(C(=C(C(=C1F)F)F)F)F)F)F)F)F.COC1=CC=C(C[NH2+]C2=CC=CC=C2)C=C1